CC1=C(C(=CC=C1)C)C1=CC(=CC=C1)[C@H](CC(=O)[O-])NC(=O)NC=1C(N(C=CC1[O-])C)=O.[Na+].[Na+] sodium (S)-3-(2',6'-dimethylbiphenyl-3-yl)-3-(3-(1-methyl-4-oxido-2-oxo-1,2-dihydropyridin-3-yl)ureido)propanoate